2,5-Anhydro-1-Deoxy-1-Phosphonohexitol C([C@@H]1[C@H]([C@H]([C@H](O1)CP(=O)(O)O)O)O)O